6-[(2-ethylhexyloxy)methyl]-4-ethylphenol C(C)C(COCC1=CC(=CC=C1O)CC)CCCC